(butane-1,4-diylbis((3-(1,3-dioxoisoindolin-2-yl)propyl)azanediyl))bis(hexane-6,1-diyl) bis(2-hexyldecanoate) C(CCCCC)C(C(=O)OCCCCCCN(CCCCN(CCCN1C(C2=CC=CC=C2C1=O)=O)CCCCCCOC(C(CCCCCCCC)CCCCCC)=O)CCCN1C(C2=CC=CC=C2C1=O)=O)CCCCCCCC